FC1=C(C2=C(C(=C(C(=C2C(=C1F)F)F)F)F)F)[B-](C1=C(C(=C(C2=C(C(=C(C(=C12)F)F)F)F)F)F)F)(C1=C(C(=C(C2=C(C(=C(C(=C12)F)F)F)F)F)F)F)C1=C(C(=C(C2=C(C(=C(C(=C12)F)F)F)F)F)F)F.C[NH+](C1=CC=C(C=C1)CCCCCCCCCCCCCCCCCCC)CCCCCCCCCCCCCCCCCC N-methyl-4-nonadecyl-N-octadecylbenzenaminium tetrakis(perfluoronaphthalenyl)borate